bishydroxysilane O[SiH2]O